C(=O)(O)CCC1=CC(=C(OCC[C@H]([C@@H](CCOC2=C(C=C(C=C2Cl)C=2OC3=C(N2)C=CC(=C3)C(=O)O)Cl)O)O)C(=C1)Cl)Cl 2-[4-[(3R,4R)-6-[4-(2-carboxyethyl)-2,6-dichloro-phenoxy]-3,4-dihydroxy-hexoxy]-3,5-dichloro-phenyl]-1,3-benzoxazole-6-carboxylic acid